((2-(3'-(7-cyano-5-(((3-hydroxycyclobutyl)amino)methyl)benzo[d]oxazol-2-yl)-2,2'-dimethyl-[1,1'-biphenyl]-3-yl)-6-(difluoromethoxy)benzo[d]oxazol-5-yl)methyl)-L-proline C(#N)C1=CC(=CC=2N=C(OC21)C=2C(=C(C=CC2)C2=C(C(=CC=C2)C=2OC1=C(N2)C=C(C(=C1)OC(F)F)CN1[C@@H](CCC1)C(=O)O)C)C)CNC1CC(C1)O